C1(CC1)C=1C(=C(C=C(C1)C1=C(C=C(C=C1CCCCC=C)F)F)[C@H](CC(=O)OCC)NC([C@@H](CC=C)OS(=O)(=O)C)=O)F Ethyl (S)-3-(5-cyclopropyl-2',4,4'-trifluoro-6'-(hex-5-en-1-yl)-[1,1'-biphenyl]-3-yl)-3-((R)-2-((methylsulfonyl)oxy)pent-4-enamido)propanoate